2-(1,3-dimethyl-2,6-dioxo-1,2,3,6-tetrahydro-7H-purin-7-yl)ethylthiouronium CN1C(N(C=2N=CN(C2C1=O)CC[NH+]=C(S)N)C)=O